5-(1-(tert-butoxycarbonyl)-2-methyl-1H-imidazol-4-yl)-2-naphthoic acid C(C)(C)(C)OC(=O)N1C(=NC(=C1)C1=C2C=CC(=CC2=CC=C1)C(=O)O)C